CN(/C=C/C(=O)C1=CC=C(C=C1)C)C (E)-3-(dimethylamino)-1-(p-methylphenyl)prop-2-en-1-one